(2'-aminobiphenyl-2-yl)(chloro)[dicyclohexyl-(2',6'-diisopropyloxybiphenyl-2-yl)phosphanyl]palladium NC1=C(C=CC=C1)C1=C(C=CC=C1)[Pd](P(C1=C(C=CC=C1)C1=C(C=CC=C1OC(C)C)OC(C)C)(C1CCCCC1)C1CCCCC1)Cl